C(C)(C)(C)OC(=O)N1CCC(CC1)CCC(C)O.O[C@H](CCC1CCN(CC1)C(=O)OC(C)(C)C)C tert-butyl (S)-4-(3-hydroxybutyl)piperidine-1-carboxylate Tert-butyl-4-(3-hydroxybutyl)piperidine-1-carboxylate